diethanolamine 10-methoxycinnamate COC(C(=O)O)=CC1=CC=CC=C1.C(O)CN.C(O)CN